C(C)(C)(C)[C@@H]1CC=2C=C3C(=NC2CC1)SC(=C3)C(=O)N[C@H](CC[NH+]3CC(C3)(C)O)C3=CC=C(C=C3)C3=CNC(C=C3)=O (6S)-6-tert-butyl-N-[(1R)-3-(3-hydroxy-3-methyl-azetidin-1-ium-1-yl)-1-[4-(6-oxo-1H-pyridin-3-yl)phenyl]propyl]-5,6,7,8-tetrahydrothieno[2,3-b]quinoline-2-carboxamide